N-(4-{1-[(2,4-diaminopteridin-6-yl)methyl]but-3-yn-1-yl}benzoyl)-L-glutamic acid NC1=NC2=NC=C(N=C2C(=N1)N)CC(CC#C)C1=CC=C(C(=O)N[C@@H](CCC(=O)O)C(=O)O)C=C1